Heptadecan-9-yl ((S)-(((2R,3S,5R)-5-(6-amino-2-fluoro-9H-purin-9-yl)-2-ethynyl-3-hydroxytetrahydrofuran-2-yl) methoxy)(phenoxy)phosphoryl)-L-phenylalaninate NC1=C2N=CN(C2=NC(=N1)F)[C@H]1C[C@@H]([C@@](O1)(C#C)CO[P@](=O)(OC1=CC=CC=C1)N[C@@H](CC1=CC=CC=C1)C(=O)OC(CCCCCCCC)CCCCCCCC)O